S1C(NC2=C1C=CC=C2)C2=C(C(=CC(=C2)CCCCC)CCCCC)O 2-(2H-benzothiazole-2-yl)-4,6-diamyl-phenol